C(C)(=O)O[C@H]1[C@H]([C@@H](C[C@@H]([C@H]1O)N=[N+]=[N-])N=[N+]=[N-])CC(=O)O.C(C)(C)(C)N1CCC(CC1)=O tert-Butyl-4-oxopiperidine [(1S,2S,3R,4S,6R)-2-acetoxy-4,6-diazido-3-hydroxy-cyclohexyl]acetate